N-(4-(3-((dimethylamino)methyl)piperidin-1-yl)-5-((1-(2-fluoroethyl)-1H-pyrazol-4-yl)ethynyl)pyridin-2-yl)pyrimidin-4-amine CN(C)CC1CN(CCC1)C1=CC(=NC=C1C#CC=1C=NN(C1)CCF)NC1=NC=NC=C1